7-hydroxy-4-(4-ethyl-(2-hydroxyethyl)-amino-1-methylbutylamino)quinoline OC1=CC=C2C(=CC=NC2=C1)N(C(CCCCC)(C)CCO)N